2-(7-((2S,5R)-2,5-diethyl-4-(1-(4-fluoro-2-methoxyphenyl)ethyl)piperazin-1-yl)-4-methyl-5-oxo-4,5-dihydropyrazolo[1,5-a]pyrimidin-2-yl)acetonitrile C(C)[C@@H]1N(C[C@H](N(C1)C(C)C1=C(C=C(C=C1)F)OC)CC)C1=CC(N(C=2N1N=C(C2)CC#N)C)=O